6-Chloro-7-fluoro-1-[(p-fluorophenyl)methyl]-1,2,3,4-tetrahydro-8-quinolinecarboxylic acid Methyl-6-chloro-7-fluoro-1-[(4-fluorophenyl)methyl]-3,4-dihydro-2H-quinoline-8-carboxylate COC(=O)C=1C(=C(C=C2CCCN(C12)CC1=CC=C(C=C1)F)Cl)F.ClC=1C=C2CCCN(C2=C(C1F)C(=O)O)CC1=CC=C(C=C1)F